(5beta)-estran-3,17-dione C[C@@]12C(CC[C@H]1[C@@H]1CC[C@@H]3CC(CC[C@@H]3[C@H]1CC2)=O)=O